(6-(3-ethylphenyl)-3-hydroxypyrazine-2-carbonyl)glycine C(C)C=1C=C(C=CC1)C1=CN=C(C(=N1)C(=O)NCC(=O)O)O